C(#N)C(CCCl)NC(=O)NC1=NN2C(C=C(C=C2)C=2C=NC(=C(C2)OC(F)F)OC)=C1 1-(1-cyanochloropropyl)-3-(5-(5-(difluoromethoxy)-6-methoxypyridin-3-yl)pyrazolo[1,5-A]pyridin-2-yl)urea